(R)-N-(4-phenylpyridin-2-yl)morpholine-2-carboxamide TFA salt OC(=O)C(F)(F)F.C1(=CC=CC=C1)C1=CC(=NC=C1)NC(=O)[C@H]1CNCCO1